5-bromo-7-iodo-2-(methyl-d3)-2,3-dihydro-[1,4]dioxino[2,3-c]pyridine BrC1=NC(=CC2=C1OCC(O2)C([2H])([2H])[2H])I